((3-(4-(oxetan-3-yl)-1,2,3,4-tetrahydroquinoxaline-1-carbonyl)pyridin-4-yl)oxy)benzofuran-3-carboxylic acid O1CC(C1)N1CCN(C2=CC=CC=C12)C(=O)C=1C=NC=CC1OC=1OC2=C(C1C(=O)O)C=CC=C2